(S)-7'-((2-acetyl-2-azaspiro[3.3]hept-6-yl)amino)-2'-(3-(3,4-dihydroisoquinolin-2(1H)-yl)-2-hydroxypropyl)-2',3'-dihydro-1'H-spiro[cyclopropane-1,4'-[2,6]naphthyridine]-1'-one C(C)(=O)N1CC2(C1)CC(C2)NC2=NC=C1C3(CN(C(C1=C2)=O)C[C@H](CN2CC1=CC=CC=C1CC2)O)CC3